C(C)(C)(C)OC(=O)N1CCN(CC1)C1=C(C=C(C(=C1)C#N)C(=O)OC)F.O=C1NC(CCC1N1C(C2=CC(=C(C=C2C1)N1CCN(CC1)C(=O)OC(C)(C)C)F)=O)=O tert-Butyl 4-(2-(2,6-dioxopiperidin-3-yl)-6-fluoro-1-oxoisoindolin-5-yl)piperazine-1-carboxylate tert-butyl-4-(5-cyano-2-fluoro-4-(methoxycarbonyl)phenyl)piperazine-1-carboxylate